C(C)OC(=O)C1=C(NC=2C1=NC=CC2C2=CC=CC=C2)C2(CC=CC=C2)C C1-methyl-2,7-diphenyl-1H-pyrrolo[3,2-b]Pyridine-3-carboxylic acid ethyl ester